SCCCS 1,3-dimercaptopropan